C(C)(C)(C)OC(=O)N1CCN(CC1)C=1C=CC(=NC1C)C(=O)O 5-(4-(tert-butoxycarbonyl)piperazin-1-yl)-6-methylpicolinic acid